BrC1=NN2C(N=C(C=C2NCC2(CCC(CC2)N(C(C)=O)C)C2=CC=CC=C2)C(F)(F)F)=C1 N-(4-(((2-bromo-5-(trifluoromethyl)pyrazolo[1,5-a]pyrimidin-7-yl)amino)methyl)-4-phenylcyclohexyl)-N-methylacetamide